C(C)(C)(C)OC(=O)N1CCN(CC1)C1=NC=C(C=N1)C(N(C)OC)=O 4-{5-[methoxy(methyl)carbamoyl]pyrimidin-2-yl}piperazine-1-carboxylic acid tert-butyl ester